FC=1C(=NC=C(C1C)N[C@@H]1CN(CC1)CC1=C(C=CC=C1)F)S(=O)(=O)N(C=1N=CSC1)CC1=CC=C(C=C1)OC (S)-3-fluoro-5-((1-(2-fluorobenzyl)pyrrolidin-3-yl)amino)-N-(4-methoxybenzyl)-4-methyl-N-(thiazol-4-yl)pyridine-2-sulfonamide